mono-Boc-methylamine C(=O)(OC(C)(C)C)NC